C(C)[C@H]1CN(CC=2C=CC(=NC12)N1CCNCC1)C=1C=2N(C(=CC1)C#N)N=CC2C (S)-4-(8-Ethyl-2-(piperazin-1-yl)-7,8-dihydro-1,6-naphthyridin-6(5H)-yl)-3-methylpyrazolo[1,5-a]pyridine-7-carbonitrile